C(#N)CC1CCC(CC1)N1C(=NC=2C1=C1C(=NC2)NC=C1F)CC(=O)NCC(C)(C)O 2-(1-((1r,4r)-4-(cyanomethyl)cyclohexyl)-8-fluoro-1,6-dihydroimidazo[4,5-d]Pyrrolo[2,3-b]Pyridin-2-yl)-N-(2-hydroxy-2-methylpropyl)acetamide